N1(CCC1)C(=O)C1=CC(=NN1C1=CC=C(C=C1)CN)C(F)(F)F 1-[4-[5-(azetidine-1-carbonyl)-3-(trifluoromethyl)pyrazol-1-yl]phenyl]methanamine